COC1=CC=C(C=N1)[C@@H](CC(=O)O)C=1C=NN(C1)CCCC1=NC=2NCCCC2C=C1 |r| (±)-3-(6-Methoxypyridin-3-yl)-3-(1-(3-(5,6,7,8-tetrahydro-1,8-naphthyridin-2-yl)propyl)-1H-pyrazol-4-yl)propanoic acid